(R)-1-{6-[(4-{2-[(R)-tetrahydrofuran-3-ylamino]-6-(m-cyanophenyl)-4-pyrimidinyl}-1H-1,2,3-triazol-1-yl)methyl]-2-pyridinyl}-2-pyrrolidinecarboxylic acid O1C[C@@H](CC1)NC1=NC(=CC(=N1)C=1N=NN(C1)CC1=CC=CC(=N1)N1[C@H](CCC1)C(=O)O)C1=CC(=CC=C1)C#N